C(C)(C)(C)OC(=O)N1CC(CCC1)OS(=O)(=O)C 3-(methylsulfonyloxy)piperidine-1-carboxylic acid tert-butyl ester